ClC1=CC(=NN1C)CO (5-chloro-1-methyl-pyrazol-3-yl)methanol